ethyl 5-(hydroxymethylene)-6,6-dimethyl-4-oxo-3-(trifluoromethyl)-4,5,6,7-tetrahydro-1-benzofuran-2-carboxylate OC=C1C(CC2=C(C(=C(O2)C(=O)OCC)C(F)(F)F)C1=O)(C)C